COC(=O)C1=CC(NC=C1)=O.NC1CCC(CC1)CN1CCC(CC1)C1=CC=CC=2N(C(N(C21)C)=O)C2C(NC(CC2)=O)=O 3-[4-[1-[(4-Aminocyclohexyl)methyl]-4-piperidyl]-3-methyl-2-oxo-benzimidazol-1-yl]piperidine-2,6-dione methyl-1,2-dihydro-2-oxo-4-pyridinecarboxylate